[4-(aminomethyl)-1-piperidyl]-[4-[[3-[2,3-difluoro-4-(2-pyridyloxy)phenyl]imidazo[1,2-a]pyrazin-8-yl]amino]-2-methyl-phenyl]methanone formate C(=O)O.NCC1CCN(CC1)C(=O)C1=C(C=C(C=C1)NC=1C=2N(C=CN1)C(=CN2)C2=C(C(=C(C=C2)OC2=NC=CC=C2)F)F)C